4-bromo-5-chloro-1H-pyrrolo[2,3-c]Pyridine BrC1=C2C(=CN=C1Cl)NC=C2